butyl Para-hydroxybenzoate OC1=CC=C(C(=O)OCCCC)C=C1